C(OC[C@H]1CNCCO1)([2H])([2H])[2H] (R)-2-((methoxy-d3)methyl)morpholine